ClC=1C(N(C(=C(C1)C(C)(C(C)C)O)C1=C(C=CC=C1F)F)CC)=O 3-chloro-6-(2,6-difluorophenyl)-1-ethyl-5-(2-hydroxy-3-methylbutan-2-yl)pyridin-2(1H)-one